2-[4-bromo-2-(4-ethoxy-4,5-dihydro-isoxazol-3-yl)phenoxy]acetic acid tert-butyl ester C(C)(C)(C)OC(COC1=C(C=C(C=C1)Br)C1=NOCC1OCC)=O